C(C)(C)(C)OC(NC=1C(=NN2C1C=C(C(=C2)F)Br)CC)=O (5-bromo-2-ethyl-6-fluoropyrazolo[1,5-a]pyridin-3-yl)carbamic acid tert-butyl ester